C1(CC1)N1CCC(CC1)N1CCC(CC1)C1=CC2=C(N(C(=N2)C2=CC(=C(C=C2)OC)OC)CC(F)F)C=C1 5-(1'-Cyclopropyl-[1,4'-bipiperidin]-4-yl)-1-(2,2-difluoroethyl)-2-(3,4-dimethoxyphenyl)-1H-benzo[d]imidazol